C(C(C)C)C1=CC=C(C(=O)C2=C(C(=C(C=C2)OC(CCC)=O)O)O)C=C1 4-(4-isobutylbenzoyl)-2,3-dihydroxyphenylbutyrate